C(OC(C)(C)C)(OCCCOC1=CC(=CC=C1)B1OC(C(O1)(C)C)(C)C)=O tert-butyl (3-(3-(4,4,5,5-tetramethyl-1,3,2-dioxaborolan-2-yl) phenoxy) propyl) carbonate